butyl 6-oxo-4-oxa-7-azaspiro[2.5]octane-7-carboxylate O=C1COC2(CC2)CN1C(=O)OCCCC